N-((1-(4-Methyl-3-nitrophenyl)-1H-1,2,3-triazol-4-yl)methyl)methanesulfonamide CC1=C(C=C(C=C1)N1N=NC(=C1)CNS(=O)(=O)C)[N+](=O)[O-]